C(C)(C)(C)OC(N(CCCCNCCCC1=CC=C(C=C1)C=1OC=2C3=C(C=CC2C(C1)=O)OC(O3)(C3=CC=CC=C3)C3=CC=CC=C3)CCCNC(=O)OC(C)(C)C)=O tert-Butyl-(3-((tert-butoxycarbonyl)amino)propyl)(4-((3-(4-(6-oxo-2,2-diphenyl-6H-[1,3]dioxolo[4,5-h]chromen-8-yl)phenyl)propyl)amino)butyl)carbamate